{1-[2,5-difluoro-4-(oxetan-3-ylmethoxy)-phenyl]-1H-[1,2,3]Triazol-4-yl}-methanol FC1=C(C=C(C(=C1)OCC1COC1)F)N1N=NC(=C1)CO